ClC1=NC=2N(C(=C1)NCC1=CC=C(C=C1)C1=NC=CC=C1C)N=CC2C(C)C 5-chloro-3-isopropyl-N-(4-(3-methylpyridin-2-yl)benzyl)pyrazolo[1,5-a]pyrimidin-7-amine